C(=O)(OCC)CCCCCNCCN(CC(C)(SCC1=CC=C(C=C1)OC)C)CC(C)(C)SCC1=CC=C(C=C1)OC 5-carboethoxypentyl-N,N-bis-(2-(4-methoxybenzylthio)-2-methylpropyl)-ethylenediamine